[F-].C(CCCCCC)[NH+]1CCC(CC1)C 1-heptyl-4-Methylpiperidinium Fluoride